tin (II) hydrochloride Cl.[Sn+2]